Adenosine-2'-monophosphate P(=O)(O)(O)O[C@H]1[C@@H](O[C@@H]([C@H]1O)CO)N1C=NC=2C(N)=NC=NC12